ClC=1C=C2C(CC(OC2=CC1)C(=O)NC12CC(C1)(C2)NC(OC(C)(C)C)=O)=O tert-butyl (3-(6-chloro-4-oxochroman-2-carboxamido)bicyclo[1.1.1]pentan-1-yl)carbamate